FC1=CC2=C([C@@H](C3=C([Se]C2)C=CC=C3)N3N2C(C(N4[C@H]3COCC4)=O)=C(C(C=C2)=O)O)C=C1 (R)-12-((S)-8-fluoro-6,11-dihydrodibenzo[b,e]selenepin-11-yl)-7-hydroxy-3,4,12,12a-tetrahydro-1H-[1,4]oxazino[3,4-c]pyrido[2,1-f][1,2,4]triazine-6,8-dione